BrC1=C(C(=CC=C1)Cl)NC(=O)C=1C(=NC(=NC1)NC1=CC(=C(C=C1)C1CN(CCC1)C(=O)OC(C)(C)C)C)OC tert-butyl 3-(4-((5-((2-bromo-6-chlorophenyl)carbamoyl)-4-methoxypyrimidin-2-yl)amino)-2-methylphenyl)piperidine-1-carboxylate